(1s,3s)-3-(2-(trifluoromethyl)-3H-imidazo[4,5-b]pyridin-3-yl)cyclobutyl ((7-chloro-2-(2,6-dioxopiperidin-3-yl)-4-fluoro-3-oxoisoindolin-5-yl)methyl)carbamate ClC=1C=C(C(=C2C(N(CC12)[C@@H]1C(NC(CC1)=O)=O)=O)F)CNC(OC1CC(C1)N1C(=NC=2C1=NC=CC2)C(F)(F)F)=O